N-(5-chloro-2-(trifluoromethyl)pyridin-3-yl)-6-(1-(1,1,1-trifluoropropan-2-yl)-1H-pyrazol-4-yl)picolinamide ClC=1C=C(C(=NC1)C(F)(F)F)NC(C1=NC(=CC=C1)C=1C=NN(C1)C(C(F)(F)F)C)=O